C(C(C)C)(=O)[O-].[Ca+2].C(C(C)C)(=O)[O-] Calcium isobutyrate